lithium 2-trifluoromethyl-4,5-dicyanoimidazoleate FC(C1(N=C(C(=N1)C#N)C#N)C(=O)[O-])(F)F.[Li+]